(4-morpholino-piperidin-1-yl)(7-((4-(propylamino)-5-(trifluoromethyl)-7H-pyrrolo[2,3-d]pyrimidin-2-yl)amino)-2,3-dihydrobenzo-furan-4-yl)methanone O1CCN(CC1)C1CCN(CC1)C(=O)C1=CC=C(C2=C1CCO2)NC=2N=C(C1=C(N2)NC=C1C(F)(F)F)NCCC